O[C@@]1(CN(CCC1)C[C@@H](C)[C@H]1CC[C@H]2\C(\CCC[C@]12C)=C\C=C1C[C@H](C[C@@H](C1)O)O)C (1R,3R)-5-(2-((1R,3aS,7aR,E)-1-((S)-1-((S)-3-hydroxy-3-methylpiperidin-1-yl)propan-2-yl)-7a-methyloctahydro-4H-inden-4-ylidene)ethylidene)cyclohexane-1,3-diol